ClC=1C=CC(=C(C(=O)O)C1)NC1=C(C=NC2=CC=C(C=C12)Cl)N1CCC(CC1)Cl 5-chloro-2-((6-chloro-3-(4-chloropiperidin-1-yl)quinolin-4-yl)amino)benzoic acid